(2S)-2-(tert-Butoxycarbonylamino)-4-(1-methyl-5-nitro-benzoimidazol-2-yl)butanoic acid lithium [Li].C(C)(C)(C)OC(=O)N[C@H](C(=O)O)CCC1=NC2=C(N1C)C=CC(=C2)[N+](=O)[O-]